5-chloro-3-methoxybenzene-1,2-diamine ClC1=CC(=C(C(=C1)N)N)OC